4-(6-(5-amino-3-fluoropyridin-2-yl)-4-((4-methoxybenzyl)amino)-7-methyl-5H-pyrrolo[3,2-d]pyrimidin-5-yl)-2-fluorophenol NC=1C=C(C(=NC1)C1=C(C=2N=CN=C(C2N1C1=CC(=C(C=C1)O)F)NCC1=CC=C(C=C1)OC)C)F